C(C)OC(=O)C=1C(=NC(=CC1OCC1=CC=C(C=C1)OC)C1=C(C(=NC=C1OC1=C(C(=C(C=C1)F)F)OC)C(F)(F)F)C)C 6-[5-(3,4-difluoro-2-methoxy-phenoxy)-3-methyl-2-(trifluoromethyl)-4-pyridinyl]-4-[(4-methoxyphenyl)methoxy]-2-methyl-pyridine-3-carboxylic acid ethyl ester